3-hydroxyvaleric acid sodium [Na].OC(CC(=O)O)CC